C1(=CC=CC=C1)N1NC(C=C1C1=C(C=CC=C1OC)OC)C=CC1=CC(=C(C=C1)OC)OC 1-phenyl-3-(3,4-dimethoxystyryl)-5-(2,6-dimethoxyphenyl)-dihydropyrazole